3-((4-(docosyloxy)-2,5-difluorophenyl)sulfonyl)-4-(4-(4-(1-ethylpiperidin-4-yl)piperazin-1-yl)piperidin-1-yl)-6-(trifluoromethoxy)quinoline C(CCCCCCCCCCCCCCCCCCCCC)OC1=CC(=C(C=C1F)S(=O)(=O)C=1C=NC2=CC=C(C=C2C1N1CCC(CC1)N1CCN(CC1)C1CCN(CC1)CC)OC(F)(F)F)F